CN([Si](N[Si](N[Si](N[Si](C)(C)C)(C)C)(C)C)(C)C)C 1-dimethylamino-1,1,3,3,5,5,7,7,7-nonamethyltetrasilazane